N[C@@H]1CCCC12CCN(CC2)C=2C(=NC(=C(N2)C)C2=C(C(=CC=C2)Cl)Cl)C(=O)N (R)-3-(1-amino-8-azaspiro[4.5]decan-8-yl)-6-(2,3-dichlorophenyl)-5-methylpyrazine-2-carboxamide